3-{4-[(3R,5S)-3-methyl-5-(1-methyl-1H-pyrazol-4-yl)-piperidin-1-yl]-pyrimidin-2-yl}-6-trifluoromethyl-imidazo[1,2-a]pyridine C[C@H]1CN(C[C@@H](C1)C=1C=NN(C1)C)C1=NC(=NC=C1)C1=CN=C2N1C=C(C=C2)C(F)(F)F